2H-pyran-4-amine O1CC=C(C=C1)N